C(C)OC1=CC=C(CC2=CC3=C(OCO[C@]34O[C@@H]([C@H]([C@@H]([C@H]4O)O)O)CO)C=C2C)C=C1 (2'R,3'R,4'S,5'S,6'R)-6-(4-ethoxybenzyl)-6'-(hydroxymethyl)-7-methyl-3',4',5',6'-tetrahydrospiro[benzo[d][1,3]dioxine-4,2'-pyran]-3',4',5'-triol